FC(N1N=CC(=C1)C=1C=CC2=C(N=C(O2)C2=CC(=NC=C2)C=O)C1)(F)F (4-(5-(1-(trifluoromethyl)-1H-pyrazol-4-yl)benzo[d]oxazol-2-yl)pyridin-2-yl)methanone